O=C1N(CC2(C1)C(NC(CCC2)=O)=O)C2=CC=C(C=N2)C(=O)OC(C)(C)C tert-Butyl 6-(3,6,8-trioxo-2,7-diazaspiro[4.6]undecan-2-yl)pyridine-3-carboxylate